2-(6-(5-(1-(2-azaspiro[3.3]heptan-6-yl)piperidin-4-yl)pyrimidin-2-yl)-5-methyl-6,7,8,9-tetrahydro-5H-pyrido[3',4':4,5]pyrrolo[2,3-c]pyridazin-3-yl)phenol C1NCC12CC(C2)N2CCC(CC2)C=2C=NC(=NC2)N2C(C1=C(NC=3N=NC(=CC31)C3=C(C=CC=C3)O)CC2)C